7-(3,3-difluoroazetidin-1-yl)chroman-4-one FC1(CN(C1)C1=CC=C2C(CCOC2=C1)=O)F